5-Amino-3-(4-(2-((5-(2,4-dichlorophenyl)isoxazol-3-yl)amino)-2-oxoethyl)phenyl)-1-isopropyl-1H-pyrazole-4-carboxamide NC1=C(C(=NN1C(C)C)C1=CC=C(C=C1)CC(=O)NC1=NOC(=C1)C1=C(C=C(C=C1)Cl)Cl)C(=O)N